C(C)(C)N1N=NC2=C1C=CC(=C2)C2=NOC(=N2)C=2C(=NC=CC2)OC 3-(1-isopropyl-1H-benzo[d][1,2,3]triazol-5-yl)-5-(2-methoxypyridin-3-yl)-1,2,4-oxadiazole